ClC=1C=C(C=CC1)N1C=NC2=C1C=CC(=C2)C(=O)N2CC(CC2)=O 1-(1-(3-chlorophenyl)-1H-benzo[d]imidazole-5-carbonyl)pyrrolidin-3-one